N,N'-bis(3-(trifluoromethyl)phenyl)-6-piperidinyl-[1,3,5]triazine-2,4-diamine FC(C=1C=C(C=CC1)NC1=NC(=NC(=N1)NC1=CC(=CC=C1)C(F)(F)F)N1CCCCC1)(F)F